(2-(6-chloro-1-(methylamino)-2,7-naphthyridin-4-yl)propan-2-yl)carbamic acid tert-butyl ester C(C)(C)(C)OC(NC(C)(C)C1=CN=C(C2=CN=C(C=C12)Cl)NC)=O